C(#CCCCCCCCC)C1C(=O)OC(C1)=O decynyl-butanedioic anhydride